Toluensulfonat C(C1=CC=CC=C1)S(=O)(=O)[O-]